N1N=C(N=C1)C(=O)OC methyl 1,2,4-triazole-3-formate